N-(β-aminoethyl)-3-aminopropyl-trimethoxysilane NCCNCCC[Si](OC)(OC)OC